N-((1r,4r)-4-(3-Chloro-4-cyanophenoxy)cyclohexyl)-6-(4-(piperazine-1-carbonyl)-piperidin-1-yl)pyridazine-3-carboxamide Hydrochloride Cl.ClC=1C=C(OC2CCC(CC2)NC(=O)C=2N=NC(=CC2)N2CCC(CC2)C(=O)N2CCNCC2)C=CC1C#N